C(C)(C)(C)OC(=O)N[C@@H](CCC(=O)OC)C(=O)ON1C(CCC1=O)=O 1-(2,5-dioxopyrrolidin-1-yl) 5-methyl (tert-butoxycarbonyl)-L-glutamate